N1(CCNCC1)N1CCCC1 piperazin-1-yl-pyrrolidin